2-(oxan-2-yl)ethan-1-ol O1C(CCCC1)CCO